NC1=C(C(=NN1CC(F)(F)F)C1=C(C=C(C=C1)Br)F)C(=O)O 5-amino-3-(4-bromo-2-fluoro-phenyl)-1-(2,2,2-trifluoroethyl)pyrazole-4-carboxylic acid